(S)-(1-(5-chloro-2-(2-methoxyethoxy)benzyl)pyrrolidin-3-yl)methanamine hydrochloride Cl.ClC=1C=CC(=C(CN2C[C@@H](CC2)CN)C1)OCCOC